5-acetyl-2-[[2-[(cyclobutylmethylamino)methyl]-1H-indol-6-yl]methyl]-2,7-naphthyridin-1-one C(C)(=O)C1=C2C=CN(C(C2=CN=C1)=O)CC1=CC=C2C=C(NC2=C1)CNCC1CCC1